(2S,3R)-1-(tert-butoxycarbonyl)-2-methylpyrrolidine-3-carboxylic acid C(C)(C)(C)OC(=O)N1[C@H]([C@@H](CC1)C(=O)O)C